4,4'-(10-(2-morpholinoethyl)-10H-phenoxazine-2,8-diyl)-bis-(2,6-dimethylphenol) O1CCN(CC1)CCN1C2=CC(=CC=C2OC=2C=CC(=CC12)C1=CC(=C(C(=C1)C)O)C)C1=CC(=C(C(=C1)C)O)C